C(C)(C)N1N=C(C=C1C1[C@H]2CC(C[C@@H]12)N1CC2(CS(C2)(=O)=O)CC1)C=1C=NC(=NC1)C(F)(F)F 6-((1R,3s,5S,6r)-6-(1-Isopropyl-3-(2-(trifluoromethyl)pyrimidin-5-yl)-1H-pyrazol-5-yl)bicyclo[3.1.0]hexan-3-yl)-2-thia-6-azaspiro[3.4]octane 2,2-dioxide